5-((2-(1-methoxyethyl)phenyl)amino)-1,2,4-triazine-6-carboxamide COC(C)C1=C(C=CC=C1)NC=1N=CN=NC1C(=O)N